N=1ON=C2C1C=CC(=C2)CN2C1=C(OCC2=O)C=CC(=C1)C(=O)NO 4-(benzo[c][1,2,5]oxadiazol-5-ylmethyl)-N-hydroxy-3-oxo-3,4-dihydro-2H-benzo[b][1,4]oxazine-6-carboxamide